Benzyl-carboxylate C(C1=CC=CC=C1)C(=O)[O-]